tert-butyl (1R,3S,5R)-5-methyl-3-({2-oxo-[1,2'-bipyridine]-3-yl} carbamoyl)-2-azabicyclo[3.1.0]hexane-2-carboxylate C[C@]12C[C@H](N([C@@H]2C1)C(=O)OC(C)(C)C)C(NC=1C(N(C=CC1)C1=NC=CC=C1)=O)=O